NC=1C=C(C(=C2CCC(C(C12)=O)(C)OCCO)C)F 8-amino-6-fluoro-2-(2-hydroxyethoxy)-2,5-dimethyl-3,4-dihydronaphthalen-1(2H)-one